C(CCCCCCC)OCOCCCC(CC(CC(CC(CC(CC(C)O)C)C)C)C)C 14-hydroxy-4,6,8,10,12-pentamethylpentadecyl octyloxymethyl ether